Cl.C(C)OC1=CC=C(C=C1)NC1N(C(=NC(=N1)N)N1CCOCC1)C1=CC=C(C=C1)F N-(4-Ethoxyphenyl)-N1-(4-fluorophenyl)-6-morpholine-4-yl-[1,3,5]triazine-2,4-diamine hydrochloride